1-(1-(7-chloro-8-fluoro-2-((hexahydro-1H-pyrrolizin-7a-yl)methoxy)pyrido[4,3-d]pyrimidin-4-yl)piperidin-3-yl)methanesulfonamide ClC1=C(C=2N=C(N=C(C2C=N1)N1CC(CCC1)CS(=O)(=O)N)OCC12CCCN2CCC1)F